5-fluoro-2-methyl-4-(6-(methyl(7H-pyrrolo[2,3-d]pyrimidin-4-yl)amino)-2-azaspiro[3.3]heptane-2-carbonyl)benzonitrile FC=1C(=CC(=C(C#N)C1)C)C(=O)N1CC2(C1)CC(C2)N(C=2C1=C(N=CN2)NC=C1)C